hydroxy-propyl acrylate (hydroxypropyl acrylate) OCCCC(C(=O)O)=C.C(C=C)(=O)OCCCO